N-(2-fluoro-4-methyl-6-nitrophenyl)acetamide FC1=C(C(=CC(=C1)C)[N+](=O)[O-])NC(C)=O